(Z)-5-((1H-pyrrolo[3,2-b]pyridin-3-yl)methylene)-3-methylimidazolidine-2,4-dione N1C=C(C2=NC=CC=C21)\C=C/2\C(N(C(N2)=O)C)=O